C(#N)C=1C=CC2=CN(N=C2C1)C(C(=O)O)C1=C2C=CNC2=C(C=C1OC)C 2-(6-cyano-2H-indazol-2-yl)-2-(5-methoxy-7-methyl-1H-indol-4-yl)-acetic acid